N-(5-((5-methyl-8-(2-oxopyrrolidin-1-yl)-5H-chromeno[4,3-c]pyridin-3-yl)amino)pyridin-3-yl)-1H-benzo[d]-imidazole-7-carboxamide CC1OC=2C=C(C=CC2C=2C=NC(=CC21)NC=2C=C(C=NC2)NC(=O)C2=CC=CC1=C2NC=N1)N1C(CCC1)=O